C(C)(C)(C)OC(=O)N1SO[C@@H](C1)C.FC1=C(C=C(C(=C1F)F)F)[B-](C1=C(C(=C(C(=C1)F)F)F)F)(C1=C(C(=C(C(=C1)F)F)F)F)C1=C(C(=C(C(=C1)F)F)F)F.C1(=CC=CC=C1)[Si+](C1=CC=CC=C1)C1=CC=CC=C1 Triphenylsilylium tetrakis(2,3,4,5-tetrafluorophenyl)borate tert-butyl-(R)-5-methyl-1,2,3-oxathiazolidine-3-carboxylate